FC(S(=O)(=O)[O-])(F)F.[La+3].FC(S(=O)(=O)[O-])(F)F.FC(S(=O)(=O)[O-])(F)F lanthanum trifluoromethanesulphonate